BrC=1C=C2C(N(C(=NC2=CC1)C(CCC)N1CCN(CCC1)C)CC)=O 6-bromo-3-ethyl-2-(1-(4-methyl-1,4-diazepan-1-yl)butyl)quinazolin-4(3H)-one